C(N)(=N)NC(=N)NCC1=CC=C(C=C1)N1C(OC2(C1)CCN(CC2)CC2=C(C=C(C(=C2)C2CC2)C2=CC=C(C=C2)F)OCC)=O 1-carbamimidoyl-3-[[4-[8-[[5-cyclopropyl-2-ethoxy-4-(4-fluorophenyl)phenyl]methyl]-2-oxo-1-oxa-3,8-diazaspiro[4.5]decan-3-yl]phenyl]methyl]guanidine